N=1N=CN2C1C1=C(OCCC2)C(=CC=C1)NC(OC(C)(C)C)=O tert-butyl (6,7-dihydro-5H-benzo[b][1,2,4]triazolo[3,4-d][1,5]oxazocin-9-yl)carbamate